2-amino-N-(2,6-dioxopiperidin-3-yl)-6-fluorobenzamide NC1=C(C(=O)NC2C(NC(CC2)=O)=O)C(=CC=C1)F